FC1(CCN(CC1)C1=NC=NC(=N1)C=1C=NN(C1)C1=C(C=C(C=C1)[N+](=O)[O-])F)F 2-(4,4-difluoropiperidin-1-yl)-4-(1-(2-fluoro-4-nitrophenyl)-1H-pyrazol-4-yl)-1,3,5-triazine